BrC1=CC=C(C=C1)C(=O)C(=O)C1=CC=C(C=C1)Br 4,4'-dibromo-benzil